tert-butyl 3-(hydroxymethyl)azepane-1-carboxylate OCC1CN(CCCC1)C(=O)OC(C)(C)C